4-(3-Bromocyclobutoxy)piperidine-1-carboxylic acid tert-butyl ester C(C)(C)(C)OC(=O)N1CCC(CC1)OC1CC(C1)Br